ClC1=C(C(=CC(=C1)F)C1=CC=CC=C1)C(=O)NCC1(NC(NC1=O)=O)C=1N(C=CN1)C chloro-5-fluoro-N-{[4-(1-methyl-1H-imidazol-2-yl)-2,5-dioxoimidazolidin-4-yl]methyl}[biphenyl]-2-carboxamide